OC1=C(C#N)C=C(C=C1)O 2,5-dihydroxyl-benzonitrile